FC(C1=C(COC2=CC=CC3=C2C(=NO3)NC=3C=NC=CC3)C=CC=C1)(F)F 4-(2-trifluoromethylbenzyloxy)-3-(pyridin-3-ylamino)benzo[d]isoxazole